[7-[5-fluoro-6-(morpholin-4-carbonyl)-3-pyridyl]pyrazolo[1,5-a]pyridin-3-yl]-(1-piperidyl)methanone FC=1C=C(C=NC1C(=O)N1CCOCC1)C1=CC=CC=2N1N=CC2C(=O)N2CCCCC2